BrC=1C=CC=C2C(CCOC12)=O 8-bromochroman-4-one